(3-aminocyclobutyl-1-d)-4-chlorobenzonitrile NC1CC(C1)([2H])C1=C(C#N)C=CC(=C1)Cl